(S)-methyl alcohol CO